3-((2S)-3-(8-(2-fluorophenylsulphonyl)-1-oxa-8-azaspiro[4.5]decan-3-ylamino)-2-hydroxypropoxy)-N-methylbenzenesulphonamide FC1=C(C=CC=C1)S(=O)(=O)N1CCC2(CC(CO2)NC[C@@H](COC=2C=C(C=CC2)S(=O)(=O)NC)O)CC1